CC1=NC2=C3N=C(C=C(C3=CC=C2C(=C1)C1=CC2=C(S1)C=CS2)C2=CC1=C(S2)C=CS1)C 2,9-dimethyl-4,7-bis(thieno[3,2-b]thiophen-2-yl)-1,10-phenanthroline